1,4,4-Trimethylpentyl-triethoxysilan CC(CCC(C)(C)C)[Si](OCC)(OCC)OCC